C(C)OC(=O)Cl.C1(CC1)C=1N=NN(C1)[C@@H](C(=O)N1C(CC(C1)O)C(=O)NCCC=1N=NN(C1)C1COCC1)C(C)(C)C 1-[(2R)-2-(4-cyclopropyl-triazol-1-yl)-3,3-dimethyl-butyryl]-4-hydroxy-N-[2-(1-tetrahydrofuran-3-yl-triazol-4-yl)ethyl]pyrrolidine-2-carboxamide ethyl-chloroformate